N-((1R,4S)-8,9-difluoro-4-hydroxy-6-oxo-1,4,5,6-tetrahydro-2H-pyrano[3,4-c]isoquinolin-1-yl)-5,6-difluoro-N-methyl-1H-indole-2-carboxamide FC=1C(=CC=2C3=C(NC(C2C1)=O)[C@H](OC[C@@H]3N(C(=O)C=3NC1=CC(=C(C=C1C3)F)F)C)O)F